2-cyclopropyl-2,4,5,6-tetrahydropyrrolo[3,4-c]pyrazole C1(CC1)N1N=C2C(=C1)CNC2